C(C)[C@@]1(C2=C(NC=3N=CC(=CC13)F)CC(CC2=O)(C)C)C2=CC=CC=C2 (R)-5-ethyl-3-fluoro-8,8-dimethyl-5-phenyl-5,8,9,10-tetrahydrobenzo[b][1,8]naphthyridin-6(7H)-one